C(C)(=O)OC=1C=CC2=C(N(C(O2)=O)C2=CC=C(C=C2)C(F)(F)F)C1 5-acetoxy-3-(4-(trifluoromethyl)phenyl)benzooxazol-2(3H)-one